COC=1C=C(C=C(C1)OC)B(O)O 3,5-Di-methoxy-phenyl-boronic acid